C1(=CC=CC=C1)/C=C/CCN (E)-4-phenyl-3-butene-1-amine